2-(4-methyl-2-(2,2,2-trifluoroethoxy)pyrimidin-5-yl)-2,6-diazaspiro[3.4]octane CC1=NC(=NC=C1N1CC2(C1)CNCC2)OCC(F)(F)F